N,N-bis-(2-ethylhexyl)-4-aminobenzoate C(C)C(CN(C1=CC=C(C(=O)[O-])C=C1)CC(CCCC)CC)CCCC